methyl 1-(1-tert-butoxycarbonylazetidin-3-yl)-4,8-difluoro-6,7-dihydro-5H-cyclopenta[f]benzotriazole-6-carboxylate C(C)(C)(C)OC(=O)N1CC(C1)N1N=NC2=C1C(=C1C(=C2F)CC(C1)C(=O)OC)F